OCCSC=1C=C(C(=O)OC)C=CC1C([2H])([2H])[2H] methyl 3-((2-hydroxyethyl)thio)-4-(methyl-d3)benzoate